borneol-cinnamic acid C12(C(CC(CC1)C2(C)C)(O)C2=CC=CC=C2C=CC(=O)O)C